Tert-butyl 6-[[[1-(2,6-dioxo-3-piperidyl)-3-methyl-2-oxo-benzimidazol-4-yl]amino]methyl]-2-azaspiro[3.3]heptane-2-carboxylate O=C1NC(CCC1N1C(N(C2=C1C=CC=C2NCC2CC1(CN(C1)C(=O)OC(C)(C)C)C2)C)=O)=O